C1=CC=C(C=C1)C[C@H](C(=O)O)[NH3+] The molecule is an optically active form of phenylalaninium having D-configuration. It is a conjugate acid of a D-phenylalanine. It is an enantiomer of a L-phenylalaninium.